TRIMETHYLPHENOL CC1=C(C(=C(C=C1)O)C)C